C(C1=CC=CC=C1)SC1=CC(=C(C=C1)[N+](=O)[O-])C 4-benzylsulfanyl-2-methyl-1-nitro-benzene